O1C(CCCC1)N1N=CC=2C(=CC=CC12)C(=O)O 1-(tetrahydro-2H-pyran-2-yl)-1H-indazole-4-carboxylic acid